N-[9-[(2R,3R,4R,5R)-3-fluoro-5-[(heptadecylamino)methyl]-4-hydroxy-tetrahydrofuran-2-yl]-6-oxo-1H-purin-2-yl]-2-methyl-propanamide F[C@H]1[C@@H](O[C@@H]([C@H]1O)CNCCCCCCCCCCCCCCCCC)N1C=2N=C(NC(C2N=C1)=O)NC(C(C)C)=O